7-iodo-2-oxo-1H-quinoline-3-carboxylic acid IC1=CC=C2C=C(C(NC2=C1)=O)C(=O)O